5-cyclopropyl-3-(trifluoromethyl)pyridin-2-amine C1(CC1)C=1C=C(C(=NC1)N)C(F)(F)F